N-[(2S)-3-cyclopropyl-1-({(2S)-4-hydroxy-3-oxo-1-[(3S)-2-oxopyrrolidin-3-yl]butan-2-yl}amino)-1-oxopropan-2-yl]-7-fluoro-1H-indole-2-carboxamide C1(CC1)C[C@@H](C(=O)N[C@@H](C[C@H]1C(NCC1)=O)C(CO)=O)NC(=O)C=1NC2=C(C=CC=C2C1)F